1-{[1-({3,4-difluoro-2-[(2-fluoro-4-iodophenyl)amino]phenyl}carbonyl)-3-hydroxyazetidin-3-yl]methyl}-3-nitroguanidine hydrochloride Cl.FC=1C(=C(C=CC1F)C(=O)N1CC(C1)(O)CNC(=N)N[N+](=O)[O-])NC1=C(C=C(C=C1)I)F